trans-2-(4,4,5,5-tetramethyl-1,3,2-dioxaborolan-2-yl)styrene B1(OC(C(O1)(C)C)(C)C)/C=C/C2=CC=CC=C2